5'-(4-fluorophenyl)-N-(5-morpholinopyridin-2-yl)-3'-(oxetan-3-yl)-1H,3'H-[2,4'-biimidazole]-4-carboxamide FC1=CC=C(C=C1)C1=C(N(C=N1)C1COC1)C=1NC=C(N1)C(=O)NC1=NC=C(C=C1)N1CCOCC1